2,6-dimethoxy-4-[5-(1-methyl-3,4-dihydro-2H-pyridin-5-yl)benzimidazol-1-yl]-N-(2,2,2-trifluoroethyl)benzamide COC1=C(C(=O)NCC(F)(F)F)C(=CC(=C1)N1C=NC2=C1C=CC(=C2)C=2CCCN(C2)C)OC